C(CCCCCCCCCCCCCCCCCCCCCCCCCCC)(=O)[O-].[Zn+2].C(CCCCCCCCCCCCCCCCCCCCCCCCCCC)(=O)[O-] Zinc Montanate